diethyl (E)-2-(1,3-dioxoisoindolin-2-yl)-2-(4-(1,3-dioxoisoindolin-2-yl)but-2-en-1-yl)malonate O=C1N(C(C2=CC=CC=C12)=O)C(C(=O)OCC)(C(=O)OCC)C\C=C\CN1C(C2=CC=CC=C2C1=O)=O